4-(2-{[(2R,7aS)-2-fluoro-hexahydro-1H-pyrrolizin-7a-yl]methoxy}-4-[4-(dimethylphosphoryl)piperidin-1-yl]-8-fluoropyrido[4,3-d]pyrimidin-7-yl)-5-ethynyl-6-fluoronaphthalen-2-ol F[C@@H]1C[C@@]2(CCCN2C1)COC=1N=C(C2=C(N1)C(=C(N=C2)C2=CC(=CC1=CC=C(C(=C21)C#C)F)O)F)N2CCC(CC2)P(=O)(C)C